2-chloro-4-((1S)-8-(4-(4-(1-(2-(2,6-dioxopiperidin-3-yl)-1,3-dioxoisoindolin-5-yl)azetidin-3-yl)piperazine-1-carbonyl)phenyl)-1-methyl-2,8-diazaspiro[4.5]decan-2-yl)benzonitrile ClC1=C(C#N)C=CC(=C1)N1[C@H](C2(CC1)CCN(CC2)C2=CC=C(C=C2)C(=O)N2CCN(CC2)C2CN(C2)C=2C=C1C(N(C(C1=CC2)=O)C2C(NC(CC2)=O)=O)=O)C